methyl 1-(2-methoxyphenyl)-1H-imidazole-5-carboxylate COC1=C(C=CC=C1)N1C=NC=C1C(=O)OC